ClC=1C=C(C=2N(N1)C(=NN2)C2CC2)NC2=NC=CC=N2 6-chloro-3-cyclopropyl-N-(pyrimidin-2-yl)-[1,2,4]triazolo[4,3-b]pyridazin-8-amine